O=C1NC(CC[C@@H]1C1=CC=C(C=C1)N1CCC(CC1)CCN1CCC(CC1)N(C(=O)C1(CCN(CC1)C1=CN=NC(=C1)C1=C(C=CC=C1)O)C1=CC=NC=C1)C)=O N-{1-[2-(1-{4-[(3R)-2,6-dioxopiperidin-3-yl]phenyl}piperidin-4-yl)ethyl]piperidin-4-yl}-1-[6-(2-hydroxyphenyl)pyridazin-4-yl]-N-methyl-4-(pyridin-4-yl)piperidine-4-carboxamide